C(C)(C)(C)OC(=O)N1CC[C@@H](C2=CC=CC(=C12)OC)N1C(N(C2=NC(=NC=C2C1)NC=1C=NN(C1)CCO)C)=O |o1:10| rel-(4S)-4-[7-[[1-(2-hydroxyethyl)pyrazol-4-yl]amino]-1-methyl-2-oxo-4H-pyrimido[4,5-d]pyrimidin-3-yl]-8-methoxy-3,4-dihydro-2H-quinoline-1-carboxylic acid tert-butyl ester